(S)-1-(6-(1H-Indole-5-carbonyl)-8-phenyl-2,6-diazaspiro[3.4]octan-2-yl)prop-2-en-1-one N1C=CC2=CC(=CC=C12)C(=O)N1CC2(CN(C2)C(C=C)=O)[C@@H](C1)C1=CC=CC=C1